(3S)-5-chloro-N-[2,4-difluoro-3-(5-fluoro-2-{[1-(2-methoxyethyl)piperidin-4-yl]amino}quinazolin-6-yl)phenyl]-3-hydroxy-2,3-dihydro-1-benzofuran-7-sulfonamide ClC=1C=C(C2=C([C@@H](CO2)O)C1)S(=O)(=O)NC1=C(C(=C(C=C1)F)C=1C(=C2C=NC(=NC2=CC1)NC1CCN(CC1)CCOC)F)F